tert-Butyl 2-(4-bromo-5-methoxy-2-oxopyridin-1(2H)-yl)-3-cyclobutylpropanoate BrC1=CC(N(C=C1OC)C(C(=O)OC(C)(C)C)CC1CCC1)=O